CC1=CC(=NO1)N[C@@H](C(SC)C=O)C(=O)N[C@@H](COC)C(=O)N[C@@H](CC1=CC=CC=C1)C(=O)C1(OC1)C N-5-methylisoxazolyl-3-formyl-S-methyl-L-cysteinyl-O-methyl-L-seryl-L-phenylalanyl-methyloxirane